BrC1=C(C=C2C(=NC(=NC2=C1)C)NC(C)C1=C(C(=CC=C1)C(F)(F)F)C)I 7-bromo-6-iodo-2-methyl-N-(1-(2-methyl-3-(trifluoromethyl)phenyl)ethyl)quinazolin-4-amine